[Cl-].[Cl-].CCC(C(C)(C)C)(C)N[Ti+2] tetramethyl-tert-butylamino-titanium dichloride